CC=1N(C(=CC1)C)C=1SC2=C(C=NC(=C2)C(C)C)N1 2-(2,5-Dimethyl-1H-pyrrol-1-yl)-6-isopropylthiazolo[4,5-C]pyridine